CC1=C(C=CC=C1)C=1NC(=C(N1)C1=CC=CC=C1)C1=CC=CC=C1 2-(o-methylphenyl)-4,5-diphenylimidazole